N1C=C(C2=CC=CC=C12)CCC(C(=O)N)Cl (2-(1H-indol-3-yl)ethyl)-2-chloroacetamide